[4-(3-fluoro-1,2,3,6-tetrahydropyridin-4-yl)-3-methyl-2-oxo-benzoimidazol-1-yl]piperidine-2,6-dione FC1CNCC=C1C1=CC=CC=2N(C(N(C21)C)=O)N2C(CCCC2=O)=O